COCCC=1C(=C2C(C(C(C2=CC1C)=O)C)=O)C 5-(2-methoxyethyl)-2,4,6-trimethyl-1H-indene-1,3(2H)-dione